NC=1C=C(C(=O)O)C=CC1C1CC2(CC(C2)(F)F)CCN1C([2H])([2H])C1=C2C=CNC2=C(C=C1OC)C 3-amino-4-(2,2-difluoro-7-((5-methoxy-7-methyl-1H-indol-4-yl)methyl-d2)-7-azaspiro[3.5]nonan-6-yl)benzoic acid